5-bromo-2-(1,1-difluoroethyl)-pyridine BrC=1C=CC(=NC1)C(C)(F)F